C(CC)NC=1SC2=C(C1C1CCN3CCCCC3CC1)C=CC=C2 N-propylamino-3-(1-azabicyclo[5.4.0]undecan-4-yl)-benzothiophene